3-[(6-Bromo-4-methyl-3-pyridinyl)sulfonyl]-1-methyl-indole-4-carboxylic acid methyl ester COC(=O)C=1C=2C(=CN(C2C=CC1)C)S(=O)(=O)C=1C=NC(=CC1C)Br